butyl bromoformate BrC(=O)OCCCC